C(C(=C)C)(=O)OCCNC(C(=C1NC2=C3C=NC=CC3=CC=C2C=C1)C#N)=O 2-(2-cyano-2-(1,9-phenanthrolin-2(1H)-ylidene)acetamido)ethyl methacrylate